CN1N=NC(=C1C=1C=2N(N=C(C1)N1[C@@H](COCC1)C)C(=NC2)C2=CC(=NN2C2OCCCC2)C)C (3R)-4-(4-(1,4-dimethyl-1H-1,2,3-triazol-5-yl)-7-(3-methyl-1-(tetrahydro-2H-pyran-2-yl)-1H-pyrazol-5-yl)imidazo[1,5-b]pyridazin-2-yl)-3-methylmorpholine